C(C)(C)(C)C=1C=C(C=CC1O)C(CC(=O)OCCOC(CC(C)(C1=CC(=C(C=C1)O)C(C)(C)C)C1=CC(=C(C=C1)O)C(C)(C)C)=O)(C)C1=CC(=C(C=C1)O)C(C)(C)C ethyleneglycol-bis[3,3-bis(3-tert-butyl-4-hydroxyphenyl) butyrate]